COC1=NC=CC=C1CN1CC2=CC=CC=C2C=N1 2-((2-methoxypyridin-3-yl)methyl)phthalazin